NC1=C(C=CC(=C1)F)O 2-amino-4-fluorophenol